copper heneicosylate C(CCCCCCCCCCCCCCCCCCCC)(=O)[O-].[Cu+2].C(CCCCCCCCCCCCCCCCCCCC)(=O)[O-]